ClC1=C(C(=CC=C1)Cl)N1N=C(C(=C1)NC1=CC(N(C=C1)C)=O)C(=O)N 1-(2,6-dichlorophenyl)-4-((1-methyl-2-oxo-1,2-dihydropyridin-4-yl)amino)-1H-pyrazole-3-carboxamide